ClC1=C(N=C(NC1=O)C1=CC=NC=C1)N1CC(OCC1)CCOC 5-chloro-4-[2-(2-methoxyethyl)morpholin-4-yl]-2-(4-pyridinyl)-1H-pyrimidin-6-one